ClC1=CN=C2C(=C(C=NC2=C1C1=CC(=CC(=C1)Cl)Cl)C(=O)N[C@H]1CCOC2=C1C=CC=C2)N(C)C 7-chloro-8-(3,5-dichlorophenyl)-N-[(4S)-3,4-dihydro-2H-1-benzopyran-4-yl]-4-(dimethylamino)-1,5-naphthyridine-3-carboxamide